methyl 3-(1-(4-amino-3-chlorophenyl) pyrrolidin-3-yl)-6-bromo-2-fluorobenzoate NC1=C(C=C(C=C1)N1CC(CC1)C=1C(=C(C(=O)OC)C(=CC1)Br)F)Cl